NC(C)(C)C1=CC(=CC(=N1)OC1[C@@H]2CN(C[C@H]12)C(=O)C=1C=C(C=2N(C1)C=C(N2)C)C(F)(F)F)C2=CC=C(C=C2)F ((1R,5S,6s)-6-((6-(2-aminopropan-2-yl)-4-(4-fluorophenyl)pyridin-2-yl)oxy)-3-azabicyclo[3.1.0]hexan-3-yl)(2-methyl-8-(trifluoromethyl)imidazo[1,2-a]pyridin-6-yl)methanone